tert-butyl 4-[4-[2-[2-chloro-4-(trifluoromethyl)anilino]-2-oxo-ethyl]-2-(3,6-dihydro-2H-pyran-4-yl)-5-ethyl-7-oxo-[1,2,4]triazolo[1,5-a]pyrimidin-6-yl]piperazine-1-carboxylate ClC1=C(NC(CN2C=3N(C(C(=C2CC)N2CCN(CC2)C(=O)OC(C)(C)C)=O)N=C(N3)C=3CCOCC3)=O)C=CC(=C1)C(F)(F)F